N1=C(N=CN=C1)N1CCN(CC1)CC=1C=C2CN(C(C2=CC1)=O)N1C(NC(CC1)=O)=O 1-(5-((4-(1,3,5-triazine-2-yl)piperazin-1-yl)methyl)-1-oxoisoindolin-2-yl)dihydropyrimidine-2,4(1H,3H)-dione